C(#N)CN1C(=C(C=C1)C(F)(F)F)C(=O)[O-] 1-(cyanomethyl)-3-(trifluoromethyl)-1H-pyrrole-2-carboxylate